N-[(3-chlorophenyl)methyl]-N-[2-methoxy-4-(1H-pyrazol-4-yl)phenyl]acetamide ClC=1C=C(C=CC1)CN(C(C)=O)C1=C(C=C(C=C1)C=1C=NNC1)OC